(3r,4r)-1-(1-((1S)-1-(3,4-dichlorophenyl)ethyl)-5,6-difluoro-1H-benzoimidazol-2-yl)-4-fluoro-3-piperidinamine ClC=1C=C(C=CC1Cl)[C@H](C)N1C(=NC2=C1C=C(C(=C2)F)F)N2C[C@H]([C@@H](CC2)F)N